2,2-Dimethyl-beta-alanine CC(CN)(C(=O)O)C